CN1N=C(C=C1NC(=O)C1=CC=C2C=C(C=NC2=C1)C1=C(C=CC=C1)OC(F)(F)F)C(F)(F)F N-[1-methyl-3-(trifluoromethyl)-1H-pyrazol-5-yl]-3-(2-(trifluoromethoxy)phenyl)quinoline-7-carboxamide